C(C)N(S(=O)(=O)C1=CC(=CC=C1)C(F)(F)F)C=1C=C2C(CCC2=CC1)=O N-ethyl-N-(3-oxo-2,3-dihydro-1H-inden-5-yl)-3-(trifluoromethyl)benzenesulfonamide